N-(5-(2-(3-(4-acetylpiperazin-1-yl)phenyl)-4-chloro-1H-pyrrolo[2,3-b]pyridin-3-yl)-2-methylphenyl)acrylamide C(C)(=O)N1CCN(CC1)C=1C=C(C=CC1)C1=C(C=2C(=NC=CC2Cl)N1)C=1C=CC(=C(C1)NC(C=C)=O)C